C(C1=CC=CC=C1)C1=C2C(=NC(=NC2=CC=C1)Cl)N benzyl-2-chloroquinazolin-4-amine